bis(tert-butyl)methylphosphine C(C)(C)(C)P(C)C(C)(C)C